di(hydrogen sulfate) hydrate O.S(=O)(=O)(O)O.S(=O)(=O)(O)O